tert-butyl 2-formyl-5,7-dihydro-4H-thieno[2,3-c]pyridine-6-carboxylate C(=O)C1=CC2=C(CN(CC2)C(=O)OC(C)(C)C)S1